8-[(1R)-1-Aminoethyl]-6-methyl-3-oxazol-4-yl-2-phenyl-chromen-4-one N[C@H](C)C=1C=C(C=C2C(C(=C(OC12)C1=CC=CC=C1)C=1N=COC1)=O)C